ClC1=C(/C=N/O)C=C(C=C1)CN1N=NC(=C1)C1=C(N=C2N1C=CC=C2)C2=CC=C(C=C2)Cl (E)-2-Chloro-5-((4-(2-(4-chlorophenyl)imidazo[1,2-a]pyridin-3-yl)-1H-1,2,3-triazol-1-yl)methyl)benzaldehyde oxime